(S)-4-(6-(4-(4-amino-3-methylbutoxy)thiophene-2-yl)pyrazin-2-yl)-2-methoxy-N-methyl-N-(1-methylpiperidin-4-yl)benzamide hydrochloride Cl.NC[C@H](CCOC=1C=C(SC1)C1=CN=CC(=N1)C1=CC(=C(C(=O)N(C2CCN(CC2)C)C)C=C1)OC)C